(3R,4S)-3-cyclopropyl-4-methyl-1-[6-(4-methyltriazol-2-yl)pyrrolo[1,2-b]pyridazin-4-yl]-2-oxopyrrolidine-3-carbonitrile C1(CC1)[C@]1(C(N(C[C@H]1C)C=1C=2N(N=CC1)C=C(C2)N2N=CC(=N2)C)=O)C#N